C(C)(C)S(=O)(=O)C1=NN(C=C1C1(NC(=NC=C1)N)N)C 4-(3-(isopropylsulfonyl)-1-methyl-1H-4-pyrazolyl)-2,4-diaminopyrimidine